FC1=C(/C=N/O)C(=CC(=C1)F)F (E)-2,4,6-trifluorobenzaldehyde oxime